C(C)C=1C=C(C=C(C1C1(CC(=C(C2=CC=CC=C12)N)\N=N\[H])C(=O)O)CC)C1=CC(=C(C(=C1)CC)C1(CC(=C(C2=CC=CC=C12)N)\N=N\[H])C(=O)O)CC 1,1'-(3,3',5,5'-tetraethyl[1,1'-biphenyl]-4,4'-diyl)bis{4-amino-3-[(E)-diazenyl]naphthalene-1-carboxylic acid}